1,1-bis(4-chloro-phenyl)-2-ethoxyethanol ClC1=CC=C(C=C1)C(COCC)(O)C1=CC=C(C=C1)Cl